[N+](=O)([O-])C1(C(=CC=CC1)C1=CC=CC=C1)[N+](=O)[O-] 2,2-dinitrobiphenyl